CN(C1=CC=C(C(=O)OCC(CCCC)CC)C=C1)C 2-ethylhexyl p-dimethylaminobenzoate